N-[4-(trifluoromethoxy)-benzoyl]-L-proline 3,4,4-trifluorobut-3-en-1-yl ester FC(CCOC([C@H]1N(CCC1)C(C1=CC=C(C=C1)OC(F)(F)F)=O)=O)=C(F)F